C1(CCC1)OC1=CC(=NC=N1)O[C@@H]1C[C@@H](N(C1)CC1=CN=C(S1)NC(C)=O)C N-(5-(((2S,4R)-4-((6-cyclobutoxypyrimidin-4-yl)oxy)-2-methylpyrrolidin-1-yl)methyl)thiazol-2-yl)acetamide